ClC=1C=C(C=2N(N1)C=CN2)N2CC(CC2)(C#N)C 1-(6-chloroimidazo[1,2-b]pyridazin-8-yl)-3-methylpyrrolidine-3-carbonitrile